3-(5-(8-(((1s,3s)-adamantan-1-yl)amino)oct-1-yn-1-yl)-2-methyl-4-oxoquinazolin-3(4H)-yl)piperidine-2,6-dione C12(CC3CC(CC(C1)C3)C2)NCCCCCCC#CC2=C3C(N(C(=NC3=CC=C2)C)C2C(NC(CC2)=O)=O)=O